CC1=NC(=NC=2N([C@H](C(NC12)=O)C)C)NC1C(C1)COC1=CC=CC=C1 (7S)-4,7,8-trimethyl-2-((2-(phenoxymethyl)cyclopropyl)-amino)-7,8-dihydropteridin-6(5H)-one